n-Pentylacrylat C(CCCC)OC(C=C)=O